C1=CC(O)=C2C=3[C@@]45[C@@H](O2)[C@@H](O)C=C[C@H]4[C@@H](CC13)N(C)CC5 anti-Morphine